C(C)(C)(C)OC(=O)N1CCC2(CC(C2)(O)C2=C(C(=CC=C2OC)Cl)Cl)CC1 2-(2,3-Dichloro-6-methoxyphenyl)-2-hydroxy-7-azaspiro[3.5]nonane-7-carboxylic acid tert-butyl ester